(R)-2-((1-(2-cyano-3-(4-methoxy-4-methylpiperidin-1-yl)-7-methylquinoxalin-5-yl)ethyl)amino)benzoic acid C(#N)C1=NC2=CC(=CC(=C2N=C1N1CCC(CC1)(C)OC)[C@@H](C)NC1=C(C(=O)O)C=CC=C1)C